O1C(=CC=C1)C1=NN2C(N=C(N=C2N)NCCC2=CC=C(C=C2)N(C)CCOC)=N1 2-(furan-2-yl)-N5-(4-((2-methoxyethyl)(methyl)amino)phenethyl)-[1,2,4]triazolo[1,5-a][1,3,5]triazine-5,7-diamine